(26Z,29Z)-N-(4-((tert-butyldiphenylsilyl)oxy)butyl)pentatriaconta-26,29-dien-17-amine [Si](C1=CC=CC=C1)(C1=CC=CC=C1)(C(C)(C)C)OCCCCNC(CCCCCCCCCCCCCCCC)CCCCCCCC\C=C/C\C=C/CCCCC